1,2-dihydroxydodecane OCC(CCCCCCCCCC)O